C(C)(=O)O.C(N)(=N)C1=CC=C(S1)CNC([C@H](C)NC(=O)[C@@H]1N(CC[C@@H](C1)C1=CC=CC=C1)C(=O)OC(C)(C)C)=O tert-butyl (2R,4S)-2-(((S)-1-(((5-carbamimidoylthiophen-2-yl)methyl)amino)-1-oxopropan-2-yl)carbamoyl)-4-phenylpiperidine-1-carboxylate acetate